(4-hydroxy-3-(morpholine-4-carbonyl)-7-phenoxyisoquinolin-1-yl)acetic acid methyl ester COC(CC1=NC(=C(C2=CC=C(C=C12)OC1=CC=CC=C1)O)C(=O)N1CCOCC1)=O